methyl(1-(3-nitropyridin-4-yl)pyrrolidin-3-yl)carbamate COC(NC1CN(CC1)C1=C(C=NC=C1)[N+](=O)[O-])=O